6-((1-aminocyclopropyl)methoxy)-2-(2-(((2-oxo-3-(3-oxo-3,4-dihydro-2H-pyrido[3,2-b][1,4]oxazin-6-yl)oxazolidin-5-yl)methyl)amino)ethyl)-2,3-dihydro-1H-indene-4-carbonitrile NC1(CC1)COC=1C=C(C=2CC(CC2C1)CCNCC1CN(C(O1)=O)C=1C=CC=2OCC(NC2N1)=O)C#N